2-chloro-6-fluoro-N-(4-nitrophenyl-ethyl)quinolin-4-amine ClC1=NC2=CC=C(C=C2C(=C1)NCCC1=CC=C(C=C1)[N+](=O)[O-])F